methyl 5-(5-(2-(3-((2-aminophenyl) amino) azepan-1-yl) ethoxy)-1-methyl-1H-pyrazol-4-yl)-1-methyl-6-oxo-1,6-dihydropyridine-3-carboxylate NC1=C(C=CC=C1)NC1CN(CCCC1)CCOC1=C(C=NN1C)C1=CC(=CN(C1=O)C)C(=O)OC